4-((2-((3R,4R)-3-amino-4-fluoropiperidin-1-yl)-1H-imidazo[4,5-c]pyridin-1-yl)methyl)benzonitrile N[C@@H]1CN(CC[C@H]1F)C=1N(C2=C(C=NC=C2)N1)CC1=CC=C(C#N)C=C1